C(OCC1=CC=CC=C1)(OC(NCC(OC)OC)=O)=O benzyl 2,2-dimethoxyethylcarbamoyl carbonate